1-(7-(8-Ethyl-7-fluoro-3-hydroxynaphthalen-1-yl)-8-fluoro-2-(((2R,7aS)-2-fluorotetrahydro-1H-pyrrolizin-7a(5H)-yl)methoxy)pyrido[4,3-d]pyrimidin-4-yl)azepan-3-one C(C)C=1C(=CC=C2C=C(C=C(C12)C1=C(C=2N=C(N=C(C2C=N1)N1CC(CCCC1)=O)OC[C@]12CCCN2C[C@@H](C1)F)F)O)F